6-bromo-5-chloro-1-(oxan-2-yl)indazole BrC1=C(C=C2C=NN(C2=C1)C1OCCCC1)Cl